zinc stearate dihydrate O.O.C(CCCCCCCCCCCCCCCCC)(=O)[O-].[Zn+2].C(CCCCCCCCCCCCCCCCC)(=O)[O-]